2-(N-glycidyl-N-benzyl-N-allylammonio)ethylmethylphosphinic acid C(C1CO1)[N+](CC=C)(CC1=CC=CC=C1)CCP(O)(=O)C